5-(2-chlorophenoxy)-3-(((3-chloropyridin-2-yl)methyl)amino)-4H-benzo[e][1,2,4]thiadiazine 1,1-dioxide ClC1=C(OC2=CC=CC3=C2NC(=NS3(=O)=O)NCC3=NC=CC=C3Cl)C=CC=C1